CC(=O)C1(CCC(=O)OC1)C(=O)C 4,4-dimethyl-carbonyl-valerolactone